1-[(3aR,6aS)-octahydrocyclopenta[c]pyrrol-4-yloxy]-7-(prop-2-yloxy)isoquinoline-6-carboxamide C1NC[C@H]2[C@@H]1CCC2OC2=NC=CC1=CC(=C(C=C21)OC(C)C)C(=O)N